The molecule is a dibenzoazepine that is 5H-dibenzo[b,f]azepine carrying a carbamoyl substituent at the azepine nitrogen, used as an anticonvulsant. It has a role as an anticonvulsant, an EC 3.5.1.98 (histone deacetylase) inhibitor, a mitogen, a glutamate transporter activator, an antimanic drug, an analgesic, a non-narcotic analgesic, an environmental contaminant, a xenobiotic, a drug allergen and a sodium channel blocker. It is a dibenzoazepine and a member of ureas. C1=CC=C2C(=C1)C=CC3=CC=CC=C3N2C(=O)N